C(C)O[Si](CCCCN=[N+]=[N-])(OCC)OCC 4-(triethoxysilyl)butyl azide